(3R,5R)-5-(1-(tert-butyl)-5-((2-(difluoromethyl)pyrazolo[1,5-a]pyrazin-4-yl)amino)-1H-pyrazol-3-yl)tetrahydrofuran-3-yl (1-methylcyclopropyl)carbamate CC1(CC1)NC(O[C@H]1CO[C@H](C1)C1=NN(C(=C1)NC=1C=2N(C=CN1)N=C(C2)C(F)F)C(C)(C)C)=O